1-(4-(tert-butyl)phenyl)-N-methyl-methylamine C(C)(C)(C)C1=CC=C(C=C1)CNC